4-((3-Nitro-6-(1H-1,2,3-triazol-1-yl)pyridin-2-yl)amino)benzyl acetate C(C)(=O)OCC1=CC=C(C=C1)NC1=NC(=CC=C1[N+](=O)[O-])N1N=NC=C1